N-(2-(4-ethylpiperazin-1-yl)-5-(4-(4-((6-(trifluoromethyl)pyridazin-3-yl)oxy)phenyl)-piperidine-1-carbonyl)phenyl)-1-phenylmethanesulfonamide C(C)N1CCN(CC1)C1=C(C=C(C=C1)C(=O)N1CCC(CC1)C1=CC=C(C=C1)OC=1N=NC(=CC1)C(F)(F)F)NS(=O)(=O)CC1=CC=CC=C1